C(#N)[C@H]1C[C@@H](CCC1)C(=O)NC1=NC=C(C=C1)C1(CCC1)C(NC1=CC=C(C=C1)F)=O (1R,3R)-3-cyano-N-(5-{1-[(4-fluorophenyl)carbamoyl]cyclobutyl}pyridin-2-yl)cyclohexane-1-carboxamide